2,2-iminodiethanol C(CO)NCCO